C(#N)N1C2CCC(C1)[C@H]2NC(=O)C=2SC(=CN2)C=2C=NC=CC2SC2=CC=CC=C2 N-((7R)-2-Cyano-2-azabicyclo[2.2.1]heptan-7-yl)-5-(4-(phenylthio)pyridin-3-yl)thiazol-2-carboxamid